C(C)OC1=C(O[C@H]2CN(CCC2)C2=CN=CC(=N2)NC(=O)C23CCC(CC2)CC3)C=CC=C1 (R)-4-((6-(3-(2-Ethoxyphenoxy)piperidin-1-yl)pyrazin-2-yl)carbamoyl)bicyclo[2.2.2]octan